[2-(methacryloyloxy)ethyl]-trimethylammonium chloride [Cl-].C(C(=C)C)(=O)OCC[N+](C)(C)C